BrC=1C=C(C=CC1F)[C@H]([C@H]1CN2C(C=3N1N=CC(C3O)=O)=NC=C2)C2=CC=CC=C2 (S)-6-((R)-(3-bromo-4-fluorophenyl)(phenyl)methyl)-11-hydroxy-5,6-dihydro-10H-imidazo[2',1':3,4]pyrazino[1,2-b]pyridazin-10-one